3-iodo-decane IC(CC)CCCCCCC